2-benzyl-6-(4-(diphenylamino)phenyl)imidazo[1,2-a]pyrazin-3(7H)-one C(C1=CC=CC=C1)C1=NC=2N(C=C(NC2)C2=CC=C(C=C2)N(C2=CC=CC=C2)C2=CC=CC=C2)C1=O